N-n-propylthio-phosphoric acid triamide C(CC)SNP(N)(N)=O